4-(1,1-dioxidothietan-3-yl)-7-fluoro-N-(6-fluoro-2,3-dihydro-4H-benzo[b][1,4]oxazin-4-yl)-8-(2,3,5-trifluorophenyl)quinoline O=S1(CC(C1)C1=CCN(C2=C(C(=CC=C12)F)C1=C(C(=CC(=C1)F)F)F)N1C2=C(OCC1)C=CC(=C2)F)=O